C(C)(C)(C1=CC=CC=C1)C1=CC=C(C=C1)S(=O)(=O)OC=1C=C(C=CC1)NC(NC1=CC(=CC=C1)OS(=O)(=O)C1=CC=C(C=C1)C(C)(C)C1=CC=CC=C1)=O bis-[3-(p-cumylbenzenesulfonyloxy)phenyl]urea